C(C)(C)(C)OC(C(CC1CCC1)N1OCN(OC1)C1=C(C=CC(=C1)Cl)N1N=NC(=C1)Cl)=O 2-(4-(5-Chloro-2-(4-chloro-1H-1,2,3-triazol-1-yl)phenyl)-2,5-dioxapiperazin-1-yl)-3-cyclobutyl-propionic acid tert-butyl ester